2-5-cyclohexyl-1,3,4-oxadiazol-2-amine C1CCCC(C1)C1(OC=NN1)N